CC1=C(C(=O)P([O-])(=O)C(C2=C(C=C(C=C2C)C)C)=O)C(=CC(=C1)C)C.C(CCCCCCC)[N+](C)(CCCCCCCC)CCCCCCCC trioctylmethylammonium bis(2,4,6-trimethylbenzoyl)phosphinate